2,2-Diethyl-5-(piperazin-1-yl)-2,3-dihydro-1,4-benzodioxine C(C)C1(COC2=C(O1)C=CC=C2N2CCNCC2)CC